2-(2-chlorophenyl)-4-(2,5-difluorophenyl)-5-(pyridin-4-ylmethyl)-1H-pyrazolo[4,3-c]pyridine-3,6(2H,5H)-dione ClC1=C(C=CC=C1)N1NC=2C(=C(N(C(C2)=O)CC2=CC=NC=C2)C2=C(C=CC(=C2)F)F)C1=O